6-(1,1-Difluoroethyl)-N-[2-(4-formylcyclohexyl)-6-(1-hydroxy-1-methyl-ethyl)indazol-5-yl]pyridine-2-carboxamide FC(C)(F)C1=CC=CC(=N1)C(=O)NC1=CC2=CN(N=C2C=C1C(C)(C)O)C1CCC(CC1)C=O